C(C=C)OC1=CC=C(C=C1)NC=1C=NC(=NC1)OCCCCCOC1=C2CCN(CC2=CC=C1)C(=O)OC(C)(C)C tert-Butyl 5-({5-[(5-{[4-(prop-2-en-1-yloxy)phenyl]amino}pyrimidin-2-yl)oxy]pentyl}oxy)-3,4-dihydroisoquinoline-2(1H)-carboxylate